CN1CCC(CC1)NC 1-Methyl-4-(methylamino)piperidine